1-(adamantan-1-ylmethyl)-5-methyl-1H-pyrazole-4-carboxylic acid C12(CC3CC(CC(C1)C3)C2)CN2N=CC(=C2C)C(=O)O